C(CCCCCCCCCCCCCCCCCCCCC)(=O)OCCCCCCCCCCCC\C=C/CCCCCCCC erucyl behenate